C1(CC1)OC1=C(C(=NC=C1)OC([2H])([2H])[2H])C1=CN(C2=NC(=CC=C21)NC(=O)[C@H]2[C@@H](C2)C(=O)OC)COCC[Si](C)(C)C methyl (trans)-2-((3-(4-cyclopropoxy-2-(methoxy-d3)pyridin-3-yl)-1-((2-(trimethylsilyl)ethoxy)methyl)-1H-pyrrolo[2,3-b]pyridin-6-yl)carbamoyl)cyclopropane-1-carboxylate